C(C1=CC=CC=C1)[N+](CCCCCCCCCCCCCCCC)(C)C N-benzyl-N,N-dimethylhexadecan-1-aminium